OCC12CC(C1)(C2)N2C(N1[C@@H](CN(CC1)C(=O)OC(C)(C)C)C2)=O tert-butyl (R)-2-(3-(hydroxymethyl)bicyclo[1.1.1]pentan-1-yl)-3-oxohexahydroimidazo[1,5-a]pyrazine-7(1H)-carboxylate